(R)-5-(7-(3,4-dihydroisoquinolin-1-yl)-8-methyl-5,6,7,8-tetrahydro-[1,2,4]triazolo[4,3-a]pyrazin-3-yl)-3-methyl-1,2,4-thiadiazole C1(=NCCC2=CC=CC=C12)N1[C@@H](C=2N(CC1)C(=NN2)C2=NC(=NS2)C)C